C1=CC=CC=2OC3=CC=CC=C3C(C12)C1=CNC2=CC=CC=C12 3-(9H-xanthen-9-yl)-1H-indole